CC1=CC=C(C=C1)S(=O)OC(C)C isopropyl p-toluenesulfinate